C(C)(C)(C)OC(=O)N1C(CCCC1)C#CC=1C=NC=CC1C1=C(C=2C(NCCC2N1)=O)NC1=C(C(=CC=C1)Cl)OC tert-butyl-2-[2-(4-{3-[(3-chloro-2-methoxyphenyl)amino]-4-oxo-1H,5H,6H,7H-pyrrolo[3,2-c]pyridin-2-yl}pyridin-3-yl)ethynyl]piperidine-1-carboxylate